N=1N(N=CC1)CC(=O)C=1C=CC(=C(C1)N1C(=NC2=CC=CC(=C2C1=O)Br)CN1CCN(CC1)C(COC1=CC=C(C=C1)C(F)(F)F)=O)OC(C)C 3-(5-(2-(2H-1,2,3-triazol-2-yl)acetyl)-2-isopropoxyphenyl)-5-bromo-2-((4-(2-(4-(trifluoromethyl)phenoxy)acetyl)piperazin-1-yl)methyl)quinazolin-4(3H)-one